tetrahydropyran-3-amine O1CC(CCC1)N